1''-methyl-dispiro[1,3-dioxacyclopentane-2,1'-cyclohexane-4',3''-indol]-2''-one CN1C(C2(C3=CC=CC=C13)CCC1(CC2)OCCO1)=O